4-(2,6-dimethylphenyl)-5-iodo-thiazol-2-amine CC1=C(C(=CC=C1)C)C=1N=C(SC1I)N